ClC1=C(C=C(C=C1)F)[C@H]1NC(C2=C3C(=CC(=C12)NC(C1=CC(=CC(=C1)C(F)(F)F)F)=O)N(C(=N3)C)CC(F)F)=O (S)-N-(6-(2-chloro-5-fluorophenyl)-3-(2,2-difluoroethyl)-2-methyl-8-oxo-3,6,7,8-tetrahydroimidazo[4,5-e]isoindol-5-yl)-3-fluoro-5-(trifluoromethyl)benzamide